ClC=1C(N(N=CC1N1C[C@@H](CC1)OC1=NC=C(C(=C1)C=1C(=NN(C1C)C1COC1)C)F)CCO)=O (R)-4-chloro-5-(3-((4-(3,5-dimethyl-1-(oxetan-3-yl)-1H-pyrazol-4-yl)-5-fluoropyridin-2-yl)oxy)pyrrolidin-1-yl)-2-(2-hydroxyethyl)pyridazin-3(2H)-one